Cl.C(CC)N propanamine hydrochloride